[S-2].[Zn+2].[Zn+2].[In+3] indium di-zinc sulfide